[Cl-].[Cl-].C1(=CC=CC=C1)C(C1=CC=CC=C1)=[Zr+2](C1C2=CC(=CC=C2C=2C=CC(=CC12)N(CC1=CC=CC=C1)CC1=CC=CC=C1)C(C)C)C1C=CC=C1 diphenylmethylene(cyclopentadienyl)(2-(dibenzylamino)-7-isopropyl-9-fluorenyl)zirconium dichloride